C1=C(C=CC2=CC=CC=C12)N 2-naphthyl-amine